1-Bromo-2,3-dichloro-5-methylbenzene BrC1=C(C(=CC(=C1)C)Cl)Cl